CC(C)(C)[S@](=O)/N=C(\C)/C1=NC(=NS1)C1=CC(=NC=C1)C (S,E)-2-methyl-N-[1-[3-(2-methyl-4-pyridyl)-1,2,4-thiadiazol-5-yl]ethylidene]propane-2-sulfinamide